tert-butyl 2-(2-((7-(3-(aminomethyl)phenyl)-5-(hydroxymethyl)benzofuran-2-yl)methoxy)phenyl)acetate NCC=1C=C(C=CC1)C1=CC(=CC=2C=C(OC21)COC2=C(C=CC=C2)CC(=O)OC(C)(C)C)CO